3-bromo-1-(3-chloropyridin-2-yl)-4,5-dihydro-1H-pyrazole-5-carboxylic acid BrC1=NN(C(C1)C(=O)O)C1=NC=CC=C1Cl